2-((5-chloro-7-methyl-1H-indol-4-yl)methyl)isoindoline-5-carbonitrile ClC=1C(=C2C=CNC2=C(C1)C)CN1CC2=CC=C(C=C2C1)C#N